2,3,4,5,6,10b,11,12-octahydro-3-methyl-spiro[4b-azachrysen-12,2'-[1,3]dithian]-1-one CC1CC(C2=C(C1)N1CCC3=CC=CC=C3C1CC21SCCCS1)=O